(R)-2-(3-(2-fluorophenyl)-1,5-dimethyl-1H-pyrrol-2-yl)-N-(3-(5-fluoropyrimidin-2-yl)-1,2,3,4,4a,5-hexahydrobenzo[b]pyrazino[1,2-d][1,4]oxazin-8-yl)-2-oxoacetamide FC1=C(C=CC=C1)C1=C(N(C(=C1)C)C)C(C(=O)NC=1C=CC2=C(OC[C@@H]3N2CCN(C3)C3=NC=C(C=N3)F)C1)=O